C(C)(C)(C)OC(COC1=C2CN(C(C2=CC=C1)=O)C1C(NC(CC1)=O)=O)=C 3-(4-{[2-(tert-butoxy)prop-2-en-1-yl]oxy}-1-oxo-3H-isoindol-2-yl)piperidine-2,6-dione